2-[(5-{2,7-diazaspiro[3.5]non-2-yl}-1,2,4-triazin-6-yl)oxy]-N-ethyl-5-fluoro-N-(propan-2-yl)benzamide C1N(CC12CCNCC2)C=2N=CN=NC2OC2=C(C(=O)N(C(C)C)CC)C=C(C=C2)F